C(C)(C)(C)C1=CC(=NC=C1)C1CC2(C1)CCNCC2 2-(4-(tert-Butyl)pyridin-2-yl)-7-azaspiro[3.5]nonane